dimethylnaphthylmethyl-ammonium ethyl-methacrylate chloride [Cl-].C(C)OC(C(=C)C)=O.C[NH+](CC1=CC=CC2=CC=CC=C12)C